1-(4-(((R)-1-cyanoethyl)amino)-5-nitropyridin-2-yl)-1H-pyrazolo[3,4-b]pyridine-5-carbonitrile C(#N)[C@@H](C)NC1=CC(=NC=C1[N+](=O)[O-])N1N=CC=2C1=NC=C(C2)C#N